2-(2-propyl)-5-methyl-1-cyclohexanol CC(C)C1C(CC(CC1)C)O